N-{4-[1-({imidazo[1,2-a]pyridin-6-yl}carbonyl)piperidin-4-yl]butyl}imidazo[1,2-a]pyridine-6-carboxamide N=1C=CN2C1C=CC(=C2)C(=O)N2CCC(CC2)CCCCNC(=O)C=2C=CC=1N(C2)C=CN1